3-hydroxyadamantan-1-yl-bicyclo[2.2.1]hept-5-ene-2-carboxylate OC12CC3(CC(CC(C1)C3)C2)OC(=O)C2C3C=CC(C2)C3